5-bromo-3-ethylpyrazine-2-carbaldehyde BrC=1N=C(C(=NC1)C=O)CC